C(C)(C)(C)OC(=O)N1C2(CC2)CNC(C1)CC tert-butyl-6-ethyl-4,7-diazaspiro[2.5]octane-4-carboxylate